tert-butyl 5-{[2-(4-bromophenyl) imidazo[1,2-a]pyrimidin-3-yl] methyl}-2,5-diazabicyclo[2.2.2]octane-2-carboxylate BrC1=CC=C(C=C1)C=1N=C2N(C=CC=N2)C1CN1C2CN(C(C1)CC2)C(=O)OC(C)(C)C